C(CC)SCN1N=CN=C1 (propylthio)methyl-1H-1,2,4-triazole